COC1=CC=C(C=N1)[C@H](CC(=O)OCC)N1C(C(C1)CCCCC1=NC=2NCCCC2C=C1)=O (3S)-Ethyl 3-(6-methoxypyridin-3-yl)-3-(2-oxo-3-(4-(5,6,7,8-tetrahydro-1,8-naphthyridin-2-yl)butyl)azetidin-1-yl)propanoate